Cl.C(C)(=O)O[C@@H]1[C@H](O[C@H]([C@@H]([C@H]1OC(C)=O)OC(C)=O)OC1=C(C=C(C=C1)CO)CN)C(=O)OCC=C (2S,3S,4S,5R,6S)-2-((allyloxy)carbonyl)-6-(2-(aminomethyl)-4-(hydroxymethyl)phenoxy)tetrahydro-2H-pyran-3,4,5-triyl triacetate hydrochloride